[Cl-].[Cl-].C[Si](=[Zr+2](C1C=CC=C1)C=1C(=CC=2C1SC(C2C2=CC=CC=C2)C)C)C dimethylsilylene(2,5-dimethyl-3-phenyl-cyclopenta[2,3-b]thiophen-6-yl)(cyclopentadienyl)zirconium dichloride